C(C=C)(=O)O.C(C=C)(=O)O.C(C=C)(=O)O.C(COCCO)O diethyleneglycol triacrylate